Ethyl 2-[4-bromo-2-[3-[2-[(6-bromo-2-pyridyl)oxymethyl]-5-cyano-phenyl]propoxy]-5-fluoro-phenyl]acetate BrC1=CC(=C(C=C1F)CC(=O)OCC)OCCCC1=C(C=CC(=C1)C#N)COC1=NC(=CC=C1)Br